C(C)N1CC=2C=CC=C(C2CC1)N1C(C2=CC(=C(C=C2C(=C1)C(=O)N1CCCCC1)OC)OC)=O 2'-ethyl-6,7-dimethoxy-4-(piperidine-1-carbonyl)-1',2',3',4'-tetrahydro-1H-[2,5'-biisoquinolin]-1-one